tert-butyl 3-(7-(6-(bis(4-methoxybenzyl)amino)-3-iodo-4-methylpyridin-2-yl)-6-cyclopropyl-2,8-difluoroquinazolin-4-yl)-3,8-diazabicyclo[3.2.1]octane-8-carboxylate COC1=CC=C(CN(C2=CC(=C(C(=N2)C2=C(C=C3C(=NC(=NC3=C2F)F)N2CC3CCC(C2)N3C(=O)OC(C)(C)C)C3CC3)I)C)CC3=CC=C(C=C3)OC)C=C1